4-(2-(1H-imidazol-4-yl)phenyl)-1-methylpiperidine N1C=NC(=C1)C1=C(C=CC=C1)C1CCN(CC1)C